[Si](C)(C)(C(C)(C)C)OCC1=CC=C(C=C1)N1CCC(CC1)CC=1C=CC(=NC1)N 5-((1-(4-(((tert-butyldimethylsilyl)oxy)methyl)phenyl)piperidin-4-yl)methyl)pyridin-2-amine